BrC1=C(SC=C1)CC1=CC=C(CC2C(N(C(C(OC(C(N(C(C(OC(C(N(C(C(OC(C(N(C(C(O2)=O)CC(C)C)C)=O)C)=O)CC(C)C)C)=O)CC2=CC=C(C=C2)CC=2SC=CC2Br)=O)CC(C)C)C)=O)C)=O)CC(C)C)C)=O)C=C1 6,18-bis(4-((3-bromothiophen-2-yl)methyl)benzyl)-3,9,15,21-tetraisobutyl-4,10,12,16,22,24-hexamethyl-1,7,13,19-tetraoxa-4,10,16,22-tetraazacyclotetracosan-2,5,8,11,14,17,20,23-octaone